COC1=CC=C(CSC[C@@H](CNC)NC[C@H](CSCC2=CC=C(C=C2)OC)NC[C@H](CSCC2=CC=C(C=C2)OC)NC)C=C1 (R)-3-((4-methoxybenzyl)thio)-N2-((R)-3-((4-methoxybenzyl)thio)-2-(((R)-3-((4-methoxybenzyl)thio)-2-(methylamino)propyl)amino)propyl)-N1-methylpropane-1,2-diamine